3-amino-2,6-dichloro-4-(3-(3-methoxyphenyl)propionyl)benzoic acid NC=1C(=C(C(=O)O)C(=CC1C(CCC1=CC(=CC=C1)OC)=O)Cl)Cl